C(#N)C1=CC=C(C2=C1CCO2)C2C(=C(NC1=C(C=NC(=C21)OC(C)C)C)C)C(=O)N 4-(4-cyano-2,3-dihydro-1-benzofuran-7-yl)-5-isopropoxy-2,8-dimethyl-1,4-dihydro-1,6-naphthyridine-3-carboxamide